C1(=CC=CC=C1)S(=O)(=O)NC=1C=C(C=CC1)C=1N=C(C2=C(N1)SC=C2)NC(P(O)(O)=O)P(O)(O)=O (((2-(3-(phenylsulfonamido)phenyl)thieno[2,3-d]pyrimidin-4-yl)amino)methylene)bis(phosphonic acid)